P(=O)(O)(O)O.C(CCCCCCCCCC(C)C)OCCCCCCCCCCC(C)C isotridecyl ether phosphate